(E)-2-benzyl-5-p-tolylmethyl-3-phenylisoxazolidine C(C1=CC=CC=C1)N1OC(CC1C1=CC=CC=C1)CC1=CC=C(C=C1)C